4-cyclopropoxy-N-(2,3,5-trifluoro-4-((7-(2-(methylamino)ethoxy)quinolin-4-yl)oxy)phenyl)pyridine-3-carboxamide C1(CC1)OC1=C(C=NC=C1)C(=O)NC1=C(C(=C(C(=C1)F)OC1=CC=NC2=CC(=CC=C12)OCCNC)F)F